CC1=C(OC(C(=O)OCC)(C)C)C(=CC(=C1)CN1C=NN(C1=O)C1=CC=C(C=C1)C)C Ethyl 2-(2,6-dimethyl-4-((5-oxo-1-(p-tolyl)-1,5-dihydro-4H-1,2,4-triazol-4-yl) methyl) phenoxy)-2-methylpropionate